methyl 4-(2-amino-5-methyl-phenyl)-3-[(tert-butoxycarbonyl)amino]butanoate NC1=C(C=C(C=C1)C)CC(CC(=O)OC)NC(=O)OC(C)(C)C